COC1=CC2=C(N(C(=N2)[S@@](=O)CC2=NC=C(C(=C2C)OC)C)[Mg]N2C(=NC3=C2C=CC(=C3)OC)[S@@](=O)CC3=NC=C(C(=C3C)OC)C)C=C1 bis(5-methoxy-2-[(S)-[(4-methoxy-3,5-dimethyl-2-pyridinyl)methyl]sulfinyl]-1H-benzimidazol-1-yl)magnesium